Cl.CC1=NC2=CC=CC=C2C(=N1)OCCCN1CCC2(OCCO2)CC1 8-(3-((2-Methylquinazolin-4-yl)oxy)propyl)-1,4-dioxa-8-azaspiro[4.5]Decane hydrochloride